4-{[10-(4,5-dimethoxy-2-methyl-3,6-dioxocyclohexa-1,4-dien-1-yl)decyl]oxy}benzonitrile COC=1C(C(=C(C(C1OC)=O)CCCCCCCCCCOC1=CC=C(C#N)C=C1)C)=O